FC1(CCN(CC1)C(C1=C(C=CC(=C1)CC1=NNC(C2=CC=C(C=C12)C#CC)=O)F)=O)C1=NC=C(C#N)C=C1 6-(4-Fluoro-1-(2-fluoro-5-((4-oxo-7-(prop-1-yn-1-yl)-3,4-dihydrophthalazin-1-yl)methyl)benzoyl)piperidin-4-yl)nicotinonitrile